CC1(CC(OCC1)CC(C)C)O 4-methyl-2-(2-methylpropyl)tetrahydropyran-4-ol